FC(C=1N=CC=2N(C1)C(=CN2)C2=NC=CC(=N2)N2CC1CCC(C2)O1)F 3-(2-(6-(difluoromethyl)imidazo[1,2-a]pyrazin-3-yl)pyrimidin-4-yl)-8-oxa-3-azabicyclo[3.2.1]octane